FC1=C(C=CC(=C1)F)C=1CCCC2=C(C1C1=C(C=C(C=C1)C=C1CN(C1)CCCF)F)C=CC(=C2)C(=O)[O-] 8-(2,4-difluorophenyl)-9-(2-fluoro-4-((1-(3-fluoropropyl)azetidin-3-yliden)methyl)phenyl)-6,7-dihydro-5H-benzo[7]annulen-3-carboxylat